CC=1C=C2C(=CNC2=CC1)CCC(=O)O 3-(5-methyl-1H-indol-3-yl)propanoic acid